(trans)-5-(4-methoxyphenyl)-N-(3-oxo-2,3-dihydro-1H-isoindol-5-yl)azepan-4-carboxamide COC1=CC=C(C=C1)[C@H]1[C@@H](CCNCC1)C(=O)NC=1C=C2C(NCC2=CC1)=O